(3S,4S)-1-(4-(((R)-3-heptanamido-1-(hexylamino)-1-oxopropan-2-yl)carbamoyl)benzoyl)-N3,N4-bis((1S,2R)-2-phenylcyclopropyl)pyrrolidine-3,4-dicarboxamide C(CCCCCC)(=O)NC[C@H](C(=O)NCCCCCC)NC(=O)C1=CC=C(C(=O)N2C[C@H]([C@@H](C2)C(=O)N[C@@H]2[C@H](C2)C2=CC=CC=C2)C(=O)N[C@@H]2[C@H](C2)C2=CC=CC=C2)C=C1